2-[4-(1,3-dioxo-2-isoindolinyl)phenyl]butanoic acid O=C1N(C(C2=CC=CC=C12)=O)C1=CC=C(C=C1)C(C(=O)O)CC